CP(=O)(C)C1=CC2=C(N=C(N=C2N[C@H](C)C=2C(=C(C=CC2)C(C(C)(O)C)(F)F)F)C)N=C1 1-{3-[(1R)-1-{[6-(dimethylphosphoryl)-2-methylpyrido[2,3-d]pyrimidin-4-yl]amino}ethyl]-2-fluorophenyl}-1,1-difluoro-2-methylpropan-2-ol